{4-amino-2-[3-chloro-4-(trifluoromethoxy)anilino]-1,3-thiazol-5-yl}(pyridin-4-yl)methanone NC=1N=C(SC1C(=O)C1=CC=NC=C1)NC1=CC(=C(C=C1)OC(F)(F)F)Cl